azobis(methylbutyronitrile) N(=NC(C#N)(CC)C)C(C#N)(CC)C